C1(CCC1)C1=NSC(=N1)C1=NN=C2N1CCN([C@@H]2C)C(=O)C2=CC(=C(C=C2)F)F (R)-(3-(3-cyclobutyl-1,2,4-thiadiazol-5-yl)-8-methyl-5,6-dihydro-[1,2,4]triazolo[4,3-a]pyrazin-7(8H)-yl)(3,4-difluorophenyl)methanone